ClC1=C(N=C(NC1=O)C=1C=NN(C1Cl)CC1=CC=C(C=C1)OC)N1CCN(CC(C1)(F)F)C(=O)OC(C)(C)C tert-Butyl 4-[5-chloro-2-[5-chloro-1-[(4-methoxyphenyl)methyl]pyrazol-4-yl]-6-oxo-1H-pyrimidin-4-yl]-6,6-difluoro-1,4-diazepane-1-carboxylate